4-(2-((2-(trifluoromethyl)pyrimidin-5-yl)oxy)pyridin-3-yl)piperidin FC(C1=NC=C(C=N1)OC1=NC=CC=C1C1CCNCC1)(F)F